tetrabutylammonium tert-butyl-(3S)-3-[({[(2S,5R)-7-oxo-6-(sulfooxy)-1,6-diazabicyclo[3.2.1]oct-2-yl]carbonyl}amino)oxy]pyrrolidine-1-carboxylate C(C)(C)(C)OC(=O)N1C[C@H](CC1)ONC(=O)[C@H]1N2C(N([C@H](CC1)C2)OS(=O)(=O)O)=O.C(CCC)[N+](CCCC)(CCCC)CCCC